3-isopropyl-1,3,5-triazine C(C)(C)N1CN=CN=C1